benzyl 4-(4-bromo-6-fluoro-1H-indol-1-yl)piperidine-1-carboxylate BrC1=C2C=CN(C2=CC(=C1)F)C1CCN(CC1)C(=O)OCC1=CC=CC=C1